N-ethyl-perfluorooctanesulfonamidoethanol C(C)N(S(=O)(=O)C(C(C(C(C(C(C(C(F)(F)F)(F)F)(F)F)(F)F)(F)F)(F)F)(F)F)(F)F)C(C(F)(F)F)(O)F